4-{[1-(2-hydroxypropyl)piperidin-4-yl]amino}-1-(2,2,2-trifluoroethyl)-1H-indol OC(CN1CCC(CC1)NC1=C2C=CN(C2=CC=C1)CC(F)(F)F)C